(S,R)-N-(8,9-difluoro-4-hydroxy-6-oxo-1,2,3,4,5,6-hexahydrophenanthridin-1-yl)-5,6-difluoro-N-methyl-1H-indole-2-carboxamide FC=1C=C2C(NC=3[C@@H](CC[C@@H](C3C2=CC1F)N(C(=O)C=1NC2=CC(=C(C=C2C1)F)F)C)O)=O